ClC=1C(=CC(NC1)=O)O 5-chloro-4-hydroxy-2(1H)pyridone